di(naphthalen-1-yl)dimethoxysilane C1(=CC=CC2=CC=CC=C12)[Si](OC)(OC)C1=CC=CC2=CC=CC=C12